4-iodo-2-[3-(4-methoxy-6-methyl-1,3,5-triazin-2-yl)ureidosulfonyl]benzoic acid methyl ester sodium salt [Na].COC(C1=C(C=C(C=C1)I)S(=O)(=O)NC(=O)NC1=NC(=NC(=N1)OC)C)=O